N1=CNC(C=C1)=O pyrimidin-4(3h)-one